5-((2-((S)-2-amino-4-methylpentanamido)ethyl)carbamoyl)-2-(2-(4-fluorophenyl)butyryl)-4-methylthiophene-3-carboxylic acid methyl ester COC(=O)C1=C(SC(=C1C)C(NCCNC([C@H](CC(C)C)N)=O)=O)C(C(CC)C1=CC=C(C=C1)F)=O